ClC1=C(C(=O)NC2=C3C=NN(C3=CC=C2)C2=CC=C(C=C2)C(F)(F)F)C=C(C=C1)CNC(CC1CCCC1)=O 2-Chloro-5-{[(cyclopentylacetyl)amino]methyl}-N-{1-[4-(trifluoromethyl)phenyl]-1H-indazol-4-yl}benzamide